3-(4-(4-fluorophenyl)-2H-1,2,3-triazol-2-yl)-1,3-diphenylpropan-1-one FC1=CC=C(C=C1)C1=NN(N=C1)C(CC(=O)C1=CC=CC=C1)C1=CC=CC=C1